bis(dimethylamino)butylvinylsilane CN(C)C(CCCC=C[SiH3])N(C)C